C(C)(C)(C)OC(=O)N1[C@@H](C[C@@H](C1)C1=C(C=CC=C1)C)CO (2s,4r)-2-(hydroxymethyl)-4-(o-tolyl)pyrrolidine-1-carboxylic acid tert-butyl ester